C(#N)C1=CC(=C(C=C1)CCCC(=O)O)NC(C(C)N1C=C(C2=CC=C(C=C12)C(NCC1CC1)=O)C)=O 4-(4-cyano-2-[(2-(6-[(cyclopropylmethyl)carbamoyl]-3-methyl-1H-indol-1-yl)propanoyl)amino]phenyl)butanoic acid